2-amino-4-(2-amino-5-chlorophenyl)-4-oxobutanoic acid NC(C(=O)O)CC(=O)C1=C(C=CC(=C1)Cl)N